NC(CCN(C(C(CC)Cl)=O)NC(=O)[C@@H](CC(C)C)NC(OCC1=CC=CC=C1)=O)=O Benzyl N-[(1R)-1-[[(3-amino-3-oxo-propyl)-(2-chlorobutanoyl)amino]carbamoyl]-3-methyl-butyl]carbamate